CS(=O)(=O)[O-].C(CCCCCCC)[N+]1=CC(=CC=C1)CCC 1-Octyl-3-propylpyridinium methanesulfonate